ClC1=NC2=CC=NC=C2C=2C1=C1N(N2)C=CN=C1 6-chloropyrazino[1',2':1,5]pyrazolo[4,3-c][1,6]naphthyridine